N-(2-carboxyethyl)-L-aspartic acid C(=O)(O)CCN[C@@H](CC(=O)O)C(=O)O